2-bromo-6-fluoro-benzonitrile BrC1=C(C#N)C(=CC=C1)F